N-[(2,4-dimethoxyphenyl)methyl]-4-methyl-6,7-dihydro-5H-cyclopenta[b]pyridin-2-amine COC1=C(C=CC(=C1)OC)CNC1=CC(=C2C(=N1)CCC2)C